tert-butyl 3-((4-([1,1'-biphenyl]-3-yl)-5-chloropyrimidin-2-yl)amino)piperidine-1-carboxylate C1(=CC(=CC=C1)C1=NC(=NC=C1Cl)NC1CN(CCC1)C(=O)OC(C)(C)C)C1=CC=CC=C1